ClC1=C(C=CC(=C1)OC1=CC=C(C=C1)Cl)[C@@](CN1N=CN=C1)(C#CC)O (R)-2-[2-chloro-4-(4-chlorophenoxy)phenyl]-1-(1,2,4-triazol-1-yl)pent-3-yn-2-ol